N-(4-Fluoro-3-methylphenyl)-7,10a-dimethyl-2-(5-methyloxazol-4-carbonyl)-2,3,3a,4,10,10a-hexahydro-1H,7H-dipyrrolo[3,4-b:3',4'-f][1,4,5]oxathiazocin-8-carboxamid-5,5-dioxid FC1=C(C=C(C=C1)NC(=O)C=1N(C=C2C1OCC1(C(NS2(=O)=O)CN(C1)C(=O)C=1N=COC1C)C)C)C